[Na].OC1=NC=NC(=C1)O 4,6-dihydroxypyrimidine sodium salt